2-(3-iodophenyl)-6,8-diphenylimidazo[1,2-a]pyridine IC=1C=C(C=CC1)C=1N=C2N(C=C(C=C2C2=CC=CC=C2)C2=CC=CC=C2)C1